ClC1=NN(C=C1C1=NC=CC(=N1)NC=1N=CC2=C(C=CC(=C2C1)C(C)C)N1[C@@H]([C@H](C1)CS(=O)(=O)C)C)C1CC(C1)C#N (1s,3s)-3-(3-Chloro-4-(4-((5-isopropyl-8-((2R,3S)-2-methyl-3-((methanesulfonyl)methyl)azetidin-1-yl)isoquinolin-3-yl)amino)pyrimidin-2-yl)-1H-pyrazol-1-yl)cyclobutane-1-carbonitrile